copper-indium-gallium-selenium-silicon [Si].[Se].[Ga].[In].[Cu]